ClC=1C=C(C=CC1C=1N(C2=NC=NC(=C2N1)OC1(CC1)C)CC1=NC=CC(=C1)C)CC(=O)N1CC2(CCN2)C1 2-(3-chloro-4-(6-(1-methylcyclopropoxy)-9-((4-methylpyridin-2-yl)methyl)-9H-purin-8-yl)phenyl)-1-(1,6-diazaspiro[3.3]heptan-6-yl)ethan-1-one